2-(1-(N-methylsulfamoyl)piperidin-4-yl)benzo[d][1,3]dioxole-5-carboxamide CNS(=O)(=O)N1CCC(CC1)C1OC2=C(O1)C=CC(=C2)C(=O)N